ClC=1C=C(C=CC1)[C@@H]1[C@H](C1)C(=O)O (S,S)-2-(3-chlorophenyl)cyclopropane-1-carboxylic acid